1-(5-(4-((2,4-dimethoxybenzyl)amino)-7-(1-methylpiperidin-4-yl)-7H-pyrrolo[2,3-d]pyrimidin-5-yl)imidazo[1,2-a]pyridin-8-yl)-3-(5-(1-(trifluoromethyl)cyclopropyl)isoxazol-3-yl)urea COC1=C(CNC=2C3=C(N=CN2)N(C=C3C3=CC=C(C=2N3C=CN2)NC(=O)NC2=NOC(=C2)C2(CC2)C(F)(F)F)C2CCN(CC2)C)C=CC(=C1)OC